FC=1C=C(C=NC1OC)C(C)=O 1-(5-fluoro-6-methoxypyridin-3-yl)ethan-1-one